C(CCC)OC(C=1C(C(=O)OCCCC)=CC=CC1)=O phthalic acid dibutylester